potassium magnesium sulfide [S-2].[Mg+2].[K+]